Methyl 2-allyl-6-methoxy-1-methyl-3-oxoindoline-2-carboxylate C(C=C)C1(N(C2=CC(=CC=C2C1=O)OC)C)C(=O)OC